[Cl-].[Cl-].C1(C=CC=C1)[Ti](C)(C)C1C=CC=C1 bis(cyclopentadienyl)dimethyl-titanium dichloride